CC1=C(C2=C(N1)\C(\CC21CCC1)=C\1/C(NC2=CC=C(C=C12)N1[C@@H](COCC1)C)=O)C(=O)O (R,Z)-2'-methyl-6'-(5-(3-methylmorpholino)-2-oxoindolin-3-ylidene)-5',6'-dihydro-1'H-spiro[cyclobutane-1,4'-cyclopenta[b]pyrrole]-3'-carboxylic acid